CC1(C(N(C(N1C(=O)OC(C)(C)C)=O)CC(F)(F)F)=O)C tert-butyl 5,5-dimethyl-2,4-dioxo-3-(2,2,2-trifluoroethyl)imidazolidine-1-carboxylate